C(C)(C)(C)C1=CC=C(C(=O)N2C(N(C(C2=O)=O)C2=C(C=CC=C2)F)=S)C=C1 3-(4-(tert-butyl)benzoyl)-1-(2-fluorophenyl)-2-thioxooxoimidazolidin-4-one